ClC1=C(OC2=CC=C(C=C2)[N+]#N)C=CC=C1Cl 4-(2,3-dichlorophenoxy)phenyl-diazonium